C(C)(C)(C)OC(NC1CC2CCC(C1)N2CC=2SC(=C(C2)C2=CC(=C(C=C2)C#N)F)C2=C(C=C(C=C2)C)F)=O tert-Butyl(8-((4-(4-cyano-3-fluorophenyl)-5-(2-fluoro-4-methylphenyl)thiophen-2-yl)methyl)-8-Azabicyclo[3.2.1]octan-3-yl)carbamate